cetyl-pyridine chloride [Cl-].C(CCCCCCCCCCCCCCC)C1=NC=CC=C1